CC(C(C(C(C=CCCC)=O)=O)=O)=O decaene-tetrone